(R)-4-(bis(4-chlorophenyl)methyl)-3-isopropylpiperazine-1-carboxylic acid tert-butyl ester C(C)(C)(C)OC(=O)N1C[C@H](N(CC1)C(C1=CC=C(C=C1)Cl)C1=CC=C(C=C1)Cl)C(C)C